N-[1-(cyclobutylmethyl)-1H-pyrazol-4-yl]-6-[1-(2-morpholin-4-ylethyl)-1H-pyrazol-4-yl]pyridine-2-carboxamide C1(CCC1)CN1N=CC(=C1)NC(=O)C1=NC(=CC=C1)C=1C=NN(C1)CCN1CCOCC1